Ethyl 3-benzyl-1H-pyrazole-4-carboxylate C(C1=CC=CC=C1)C1=NNC=C1C(=O)OCC